1-phenyl-5-(4,4,5,5-tetramethyl-1,3,2-dioxaborolan-2-yl)-1H-imidazole C1(=CC=CC=C1)N1C=NC=C1B1OC(C(O1)(C)C)(C)C